C1(=CC=CC=C1)N1N=CC2=C1N=C1N(C2=O)CCC1C=1OC(=C(C1)C)C (E)-1-phenyl-8-(4,5-dimethylfuran-2-yl)-7,8-dihydro-1H-pyrazolo[3,4-D]pyrrolo[1,2-a]pyrimidin-4(6H)-one